C(C1=CC=CC=C1)OC1CC(C1)B1OC(C(O1)(C)C)(C)C 2-(3-(benzyloxy)cyclobutyl)-4,4,5,5-tetramethyl-1,3,2-dioxaborolane